2-(3-Bromopropoxy)-N,N-bis(4-methoxybenzyl)-5-nitro-4-(((tetrahydro-2H-pyran-4-yl)methyl)amino)benzenesulfonamide BrCCCOC1=C(C=C(C(=C1)NCC1CCOCC1)[N+](=O)[O-])S(=O)(=O)N(CC1=CC=C(C=C1)OC)CC1=CC=C(C=C1)OC